3,3,3-Trifluoro-N-(2-fluoro-4-(2-(((3S,5S)-5-fluoropiperidin-3-yl)amino)-8-methylpyrido[3,2-d]pyrimidin-6-yl)phenyl)propane-1-sulfonamide FC(CCS(=O)(=O)NC1=C(C=C(C=C1)C=1C=C(C=2N=C(N=CC2N1)N[C@@H]1CNC[C@H](C1)F)C)F)(F)F